BrNC(=O)N Bromourea